(Z)-1-tert-butyl-4-styrylbenzene C(C)(C)(C)C1=CC=C(C=C1)\C=C/C1=CC=CC=C1